7-imino-2-phenylthieno[3,2-c]pyridin-4,6(5H,7H)-dione N=C1C2=C(C(NC1=O)=O)C=C(S2)C2=CC=CC=C2